C(C)C=1C(=CC=C2C=C(C=C(C12)C1=CC=C2C(=NC(=NC2=C1F)OC[C@]12CCCN2C[C@@H](C1)F)N1CC2(CC(C2)O)CCC1)O)F 6-(7-(8-ethyl-7-fluoro-3-hydroxynaphthalen-1-yl)-8-fluoro-2-(((2R,7aS)-2-fluorotetrahydro-1H-pyrrolizin-7a(5H)-yl)methoxy)quinazolin-4-yl)-6-azaspiro[3.5]nonan-2-ol